COC=1C=CC2=C(OC(OC2=O)(CC)CC)C1 7-methoxy-2,2-diethyl-4H-benzo[d][1,3]dioxin-4-one